ethyl (S)-3-(benzyl((R)-1-phenylethyl)amino)-3-(4-benzylphenyl)propanoate C(C1=CC=CC=C1)N([C@@H](CC(=O)OCC)C1=CC=C(C=C1)CC1=CC=CC=C1)[C@H](C)C1=CC=CC=C1